NC1=NC(=C2C(=N1)N(N=C2)CC2=CC=C(C=C2)[N+](=O)[O-])C=2C(=C(C#N)C=CC2)C 3-(6-amino-1-(4-nitrobenzyl)-1H-pyrazolo[3,4-d]pyrimidin-4-yl)-2-methylbenzonitrile